Tert-butyl (S)-2-((7-fluoronaphtho[2,1-d]thiazol-2-yl)carbamoyl)piperidine-1-carboxylate FC=1C=C2C=CC=3N=C(SC3C2=CC1)NC(=O)[C@H]1N(CCCC1)C(=O)OC(C)(C)C